C1(CCCCC1)[C@@H](C(=O)N1CCC=2C1=CN(C(C2)=O)CC2=CC=C(C=C2)F)NC([C@H](C)N(C(OC(C)(C)C)=O)C)=O tert-butyl ((S)-1-(((S)-1-cyclohexyl-2-(6-(4-fluorobenzyl)-5-oxo-2,3,5,6-tetrahydro-1H-pyrrolo[2,3-c]pyridin-1-yl)-2-oxoethyl)amino)-1-oxopropan-2-yl)(methyl)carbamate